OC1=C(C=CC=2C(=C(OC21)C)C(=O)C2=CC(=C(C(=C2)OC)OC)OC)OC (7-hydroxy-6-methoxy-2-methylbenzofuran-3-yl)(3,4,5-trimethoxyphenyl)methanone